FC(C=1N=CN(C1)C[C@@H]1CN(CCO1)C(=O)OC(C)(C)C)(F)F tert-butyl (R)-2-((4-(trifluoromethyl)-1H-imidazol-1-yl)methyl)morpholine-4-carboxylate